N1=C(C=NC=C1)NC1=CC(=NN1)C1=CC=C(C=C1)NS(=O)(=O)CCC(F)(F)F 5-(pyrazin-2-ylamino)-3-(4-((3,3,3-trifluoropropyl)sulfonamido)phenyl)-1H-pyrazole